5-[4-(Cyclopent-1-en-1-yl)-3-(trifluoromethyl)phenyl]-3,6-dihydro-2H-1,3,4-oxadiazin-2-one C1(=CCCC1)C1=C(C=C(C=C1)C1=NNC(OC1)=O)C(F)(F)F